5-{[2-methyl-6-(trifluoromethyl)phenyl]methoxy}-2-[4-(pyridin-2-yl)-1,2,3-triazol-2-yl]pyrimidine CC1=C(C(=CC=C1)C(F)(F)F)COC=1C=NC(=NC1)N1N=CC(=N1)C1=NC=CC=C1